CC1=NN(C2=CN=C(C=C21)C=O)CC(F)(F)F 3-methyl-1-(2,2,2-trifluoroethyl)-1H-pyrazolo[3,4-c]pyridine-5-carbaldehyde